[N+](=O)([O-])C1=CC=C(C=C1)C(CCO)O 1-(p-nitrophenyl)-1,3-propanediol